C[C@H]1CCC(NC1)=O (S)-5-methylpiperidin-2-one